ethyl 2-(methoxyimino)-4-oxopentanoate CON=C(C(=O)OCC)CC(C)=O